C(C)(C)C1CC(C1)CO (3-isopropylcyclobutyl)methanol